4-(4-methylphenyl)benzonitrile CC1=CC=C(C=C1)C1=CC=C(C#N)C=C1